C(C1=CC=CC=C1)OCCCCCNC1=C(C(C(=O)OC)=CC=C1)C(=O)OC Dimethyl 3-((5-(benzyloxy)pentyl)amino)phthalate